F[C@@H]1CN(CC[C@@H]1OCCO)C1=NC=CC(=N1)NC=1N=CC2=C(C=CC(=C2C1)C(C)C)N1CC(C1)CS(=O)(=O)C 2-{[(3R,4S)-3-fluoro-1-[4-({8-[3-(methanesulfonyl-methyl)azetidin-1-yl]-5-(propan-2-yl)isoquinolin-3-yl}amino)pyrimidin-2-yl]piperidin-4-yl]oxy}ethan-1-ol